O-(6-bromo-2-methylpyridin-3-yl) methylthio carbonate C(OC=1C(=NC(=CC1)Br)C)(OSC)=O